C(C=C)C1OCOCC12COCOC2 allyl-2,4,8,10-tetraoxaspiro[5.5]undecane